ClC1=CC(=C(N=N1)C(=O)OC)NC=1C=C2CCN(C2=CC1)C(=O)[O-] 5-((6-chloro-3-(methoxycarbonyl)pyridazin-4-yl)amino)indoline-1-carboxylate